Pyrazolo[1,5-a]pyridin-6-ol N1=CC=C2N1C=C(C=C2)O